N1C(CCCC=C1)=O 1,3,4,5-tetrahydro-2H-azepin-2-one